tert-butyl (2R)-2-[[4-(cyclopropanecarbonylamino)-2-(4,6-dimethylpyrimidin-5-yl)phenoxy]methyl]piperidine-1-carboxylate C1(CC1)C(=O)NC1=CC(=C(OC[C@@H]2N(CCCC2)C(=O)OC(C)(C)C)C=C1)C=1C(=NC=NC1C)C